6-[5-(difluoromethyl)-2-thienyl]-3-methyl-1-[(5-methyl-1,3,4-oxadiazol-2-yl)methyl]imidazo[4,5-b]pyridin-2-one FC(C1=CC=C(S1)C=1C=C2C(=NC1)N(C(N2CC=2OC(=NN2)C)=O)C)F